4-((7-(azetidin-1-yl)imidazo[1,2-b]pyridazin-2-yl)amino)-6-chloro-N-(methyl-d3)pyridazine-3-carboxamide N1(CCC1)C1=CC=2N(N=C1)C=C(N2)NC2=C(N=NC(=C2)Cl)C(=O)NC([2H])([2H])[2H]